2-(2-aminomethyl-cyclopentylamino)-5-(2,3-dichloro-phenyl)-6-methyl-pyrimidine-4-carboxylic acid amide NCC1C(CCC1)NC1=NC(=C(C(=N1)C(=O)N)C1=C(C(=CC=C1)Cl)Cl)C